C1[C@@H]2[C@@H]([C@@H]([C@H]([C@H](O2)OCC3=CC=CC=C3)O)O)OC(O1)C4=CC=CC=C4 benzyl 4,6-O-benzylidene-α-D-galactopyranoside